3,4-Dipropyl-2-(pyridin-2-ylmethyl)isoquinolin-1(2H)-one C(CC)C=1N(C(C2=CC=CC=C2C1CCC)=O)CC1=NC=CC=C1